CN(C(CCCCCCCCC)C=CCCCCCCCC=CCC=CCCCCC)C N,N-dimethylnonacosa-11,20,23-trien-10-amine